(S)-4-fluoro-4-methyl-2-(((S)-2,2,2-trifluoro-1-(8-formyldibenzo[b,d]furan-3-yl)ethyl)amino)pentanoic acid FC(C[C@@H](C(=O)O)N[C@H](C(F)(F)F)C=1C=CC2=C(OC3=C2C=C(C=C3)C=O)C1)(C)C